BrC1=CC(=NC(=C1)N)N 4-bromo-2,6-diaminopyridine